(S)-4-(8-amino-3-(1-(2-chloropyrimidine-4-carbonyl)pyrrolidin-2-yl)imidazo[1,5-a]pyrazin-1-yl)-N-(4,5,6,7-tetrahydrobenzo[d]thiazol-2-yl)benzamide NC=1C=2N(C=CN1)C(=NC2C2=CC=C(C(=O)NC=1SC3=C(N1)CCCC3)C=C2)[C@H]2N(CCC2)C(=O)C2=NC(=NC=C2)Cl